ethyl-3-[(3,3,3-trifluoropropyl)sulfinyl]-propanamide C(C)C(C(=O)N)CS(=O)CCC(F)(F)F